F[C@@H]1CN(CC[C@H]1NC1=NC=C(C(=N1)C=1N=CN(C1)CC(C)(O)C)C(F)(F)F)S(=O)(=O)C=1C=NN(C1)C 1-(4-(2-(((3R,4R)-3-Fluoro-1-((1-methyl-1H-pyrazol-4-yl)sulfonyl)piperidin-4-yl)amino)-5-(trifluoromethyl)pyrimidin-4-yl)-1H-imidazol-1-yl)-2-methylpropan-2-ol